tert-Butyl ((S)-(7-((R)-cyclopropyl ((R*)-2-oxo-4-(2,2,2-trifluoroethyl)imidazolidin-1-yl)methyl)imidazo[1,2-b]pyridazin-2-yl)(4,4-difluorocyclohexyl)methyl)carbamate C1(CC1)[C@H](C1=CC=2N(N=C1)C=C(N2)[C@H](C2CCC(CC2)(F)F)NC(OC(C)(C)C)=O)N2C(N[C@@H](C2)CC(F)(F)F)=O |o1:33|